FC1=C(C(=C(C(=C1[Fe](C1=CC=CC=C1)Cl)F)F)F)F (pentafluorophenyl)phenyl-iron chloride